1-aza-8-oxaspiro[4.5]decane N1CCCC12CCOCC2